FC1=C(C=C(C=C1)O)C(=O)N1CC2(C1)CC(C2)N2N=CC(=C2C2=C(C=CC=C2)F)C(F)(F)F (2-fluoro-5-hydroxyphenyl){6-[5-(o-fluorophenyl)-4-(trifluoromethyl)-1-pyrazolyl]-2-aza-2-spiro[3.3]heptyl}methanone